C(CC(C)C)C(C(=O)O)=CC1=CC=C(C=C1)OC.COC1=CC=C(C=CC(=O)OCCC(C)C)C=C1 isoamyl 4-methoxycinnamate (isopentyl-4-methoxycinnamate)